O=C1C[C@@H]2[C@H](N([C@H]1CC2)C(=O)OC(C)(C)C)C(=O)OCC2=CC=CC=C2 3-benzyl 2-tert-butyl (1S,3S,4R)-6-oxo-2-azabicyclo[2.2.2]octane-2,3-dicarboxylate